CN1N=C(C(=C1)C1=CC=2N(C=C1)N=C(N2)NC(CC2=CC(=C(OC1=C(C(=O)N)C=CC=N1)C=C2)F)=O)C 2-(4-(2-((7-(1,3-dimethyl-1H-pyrazol-4-yl)-[1,2,4]-triazolo[1,5-a]pyridin-2-yl)amino)-2-oxoethyl)-2-fluorophenoxy)nicotinamide